NCC=1C(=C(C=CC1)C=1C=C2C(=NN(C2=CC1)C)COC1=C(C=CC(=C1)OC)CC(=O)O)F 2-(2-((5-(3-(aminomethyl)-2-fluorophenyl)-1-methyl-1H-indazol-3-yl)methoxy)-4-methoxyphenyl)acetic acid